ClC=1C(=C(C#N)C=C(C1)C(C)(C1=CC=C(C=C1)OCC1=NC(=NC=C1)SC)C)OCCCO 3-chloro-2-(3-hydroxypropoxy)-5-[1-methyl-1-[4-[(2-methylsulfanylpyrimidin-4-yl)methoxy]phenyl]ethyl]benzonitrile